COC1=C(CNC2=NC(=NC(=C2)NC2=NC=C(C(=C2)OC(C)C)C=2C=NN(C2)[C@@H]2COCC2)[C@H](C)F)C=CC(=C1)OC N4-(2,4-dimethoxybenzyl)-2-((S)-1-fluoroethyl)-N6-(4-isopropoxy-5-(1-((S)-tetrahydrofuran-3-yl)-1H-pyrazol-4-yl)pyridin-2-yl)pyrimidine-4,6-diamine